(R)-pyrrolidin-3-yl-(4-(5-(trifluoromethyl)pyrimidin-2-yl)piperazin-1-yl)methanone N1C[C@@H](CC1)C(=O)N1CCN(CC1)C1=NC=C(C=N1)C(F)(F)F